C(CCCCCCC)(=O)O.OCC(O)CO.OCC(O)CO diglycerol sesquicaprylate